2-(5-Methoxy-1-methyl-1H-pyrrolo[2,3-b]pyridin-3-yl)-7-((2-methyl-1H-imidazol-1-yl)methyl)-5-(1-methyl-3-(trifluoromethyl)-1H-pyrazol-4-yl)-3,4-dihydroisoquinolin-1(2H)-one COC=1C=C2C(=NC1)N(C=C2N2C(C1=CC(=CC(=C1CC2)C=2C(=NN(C2)C)C(F)(F)F)CN2C(=NC=C2)C)=O)C